ClC=1C(=C(C=CC1F)[C@H](NC(=O)[C@H]1NC(NC1)=O)C=1N=NC(=CC1)OCC(F)(F)F)F (4S)-N-((S)-(3-chloro-2,4-difluorophenyl)(6-(2,2,2-trifluoroethoxy)pyridazin-3-yl)-methyl)-2-oxoimidazolidine-4-carboxamide